2,4,5-tris(o-chlorophenyl)diphenylimidazole ClC1=C(C=CC=C1)C1N(C(=C(N1C1=CC=CC=C1)C1=C(C=CC=C1)Cl)C1=C(C=CC=C1)Cl)C1=CC=CC=C1